1,1,1,3,3,3-Hexafluoropropan-2-yl (R)-1-((2-methylpyrimidin-5-yl)carbamoyl)-6-azaspiro[2.5]octan-6-carboxylat CC1=NC=C(C=N1)NC(=O)[C@@H]1CC12CCN(CC2)C(=O)OC(C(F)(F)F)C(F)(F)F